C12CN(CC(CC1)O2)C2=NC=1N(C=C2)N=CC1C(=O)O 5-(8-oxa-3-azabicyclo[3.2.1]octane-3-yl)Pyrazolo[1,5-a]pyrimidine-3-carboxylic acid